ClC1=CC=C(C=C1)N1N=CC(=C1)S(=O)(=O)NC1=C(C=C(COC2CN(C2)C(=O)OCC2=CC=CC=C2)C=C1)C(=O)OC benzyl 3-((4-(1-(4-chlorophenyl)-1H-pyrazole-4-sulfonamido)-3-(methoxycarbonyl)benzyl)oxy)azetidine-1-carboxylate